3-[[6-[4-Chloro-3-(difluoromethoxy)phenyl]-3-methyl-pyrazin-2-yl]methyl]-1,3-oxazinan-2-one ClC1=C(C=C(C=C1)C1=CN=C(C(=N1)CN1C(OCCC1)=O)C)OC(F)F